(R)-tert-butyl 4-(10-methyl-8-oxo-9,10,11,12-tetrahydro-8H-[1,4]diazepino[5',6':4,5]thieno[3,2-f]quinolin-3-yl)piperazine-1-carboxylate C[C@H]1NC(C2=C(C=3C=4C=CC(=NC4C=CC3S2)N2CCN(CC2)C(=O)OC(C)(C)C)NC1)=O